COC1=CC=C(C(=O)OCC(C(C(C(CO)O)O)O)O)C=C1 2,3,4,5,6-pentahydroxyhexyl (4-methoxybenzoate)